N1(CCCCC1)C(=O)OC(N(C1=CC(=C(C=C1)F)Cl)C(C)(C)C)=O tert-butyl-((3-chloro-4-fluorophenyl) carbamoyl) piperidine-1-carboxylate